(S)-4-{2-[4-(2,3-dimethoxyphenyl)-4-oxobutanoylamino]-2-(4-ethylthiazol-2-yl)ethyl}phenyl-sulfamic acid COC1=C(C=CC=C1OC)C(CCC(=O)N[C@@H](CC1=CC=C(C=C1)NS(O)(=O)=O)C=1SC=C(N1)CC)=O